4-chloro-6-methyl-2-(tetrahydrofuran-3-yl)pyrimidine ClC1=NC(=NC(=C1)C)C1COCC1